1-((R)-3-((S)-7-(tert-butyl)-5,6,7,8-tetrahydrothiazolo[5,4-b]quinoline-2-carboxamido)-3-(6-(2,4-dioxoimidazolidin-1-yl)pyridin-3-yl)propyl)piperidine-4-carboxylic acid C(C)(C)(C)[C@@H]1CC=2C=C3C(=NC2CC1)SC(=N3)C(=O)N[C@H](CCN3CCC(CC3)C(=O)O)C=3C=NC(=CC3)N3C(NC(C3)=O)=O